IC1=C(C=C(C=C1)C1=NOC(=N1)[C@H]1CN(CCC1)C(=O)OC(C)(C)C)C(F)(F)F tert-butyl (R)-3-(3-(4-iodo-3-(trifluoromethyl)phenyl)-1,2,4-oxadiazol-5-yl)piperidine-1-carboxylate